C1(CC1)S(=O)(=O)N1N=CC(=C1)C1=NC=CC(=N1)NC1=NC=C(C(=C1)N1CCC(CC1)(F)CN(C(OC(C)(C)C)=O)C)C#CC=1C=NN(C1)C tert-butyl ((1-(2-((2-(1-(cyclopropylsulfonyl)-1H-pyrazol-4-yl)pyrimidin-4-yl)amino)-5-((1-methyl-1H-pyrazol-4-yl)ethynyl)pyridin-4-yl)-4-fluoropiperidin-4-yl)methyl)(methyl)carbamate